C1(=CC=CC=C1)COC(=O)C1=CC2=CC(=CC=C2C=C1OC(C)=O)OC 3-(Acetyloxy)-7-methoxynaphthalene-2-carboxylic acid phenylmethyl ester